C(C=C)N1C(C2=NC(=CC=C2C1=O)NC1=NC=C(C(=N1)N[C@H](CO)C1=CC=CC=C1)C1=NC(=NO1)N1CCOCC1)(C)C (S)-6-allyl-2-((4-((2-hydroxy-1-phenylethyl)amino)-5-(3-morpholino-1,2,4-oxadiazol-5-yl)pyrimidin-2-yl)amino)-7,7-dimethyl-6,7-dihydro-5H-pyrrolo[3,4-b]pyridin-5-one